COC=1C=C(C=CC1)CNC(=O)C=1N=NN(C1)CCCCN1N=NC(=C1)C(=O)NCC1=NC=CC(=C1)C(F)(F)F 1-[4-(4-{[(3-methoxyphenyl)methyl]carbamoyl}-1H-1,2,3-triazol-1-yl)butyl]-N-{[4-(trifluoromethyl)pyridin-2-yl]methyl}-1H-1,2,3-triazole-4-carboxamide